7-ethyl-3,3-dimethyl-nonane-4,6-dione C(C)C(C(CC(C(CC)(C)C)=O)=O)CC